isoquinol-2-ol C1N(C=CC2=CC=CC=C12)O